(S)-3-(8-(2-chloro-4-cyanophenyl)-3-fluoroquinolin-5-yl)-2-(2,6-dichlorobenzoylamino)propionic acid ClC1=C(C=CC(=C1)C#N)C=1C=CC(=C2C=C(C=NC12)F)C[C@@H](C(=O)O)NC(C1=C(C=CC=C1Cl)Cl)=O